N1C(=NCC2=CC=CC=C12)SCCN1CC(CC1)C(=O)O 1-(2-((1,4-dihydroquinazolin-2-yl)thio)ethyl)pyrrolidine-3-carboxylic acid